CC1(CC2=C(OC=C2)C1NC1=C(C(C1=O)=O)NC1=C(C(=NC=C1)C(=O)N(C)C)O)C 4-((2-((5,5-dimethyl-5,6-dihydro-4H-cyclopenta[b]furan-6-yl)amino)-3,4-dioxocyclobut-1-en-1-yl)amino)-3-hydroxy-N,N-dimethylpicolinamide